C(C)(C)(C)OO tert.-Butylhydroperoxide